ClC1=C(C=CC=C1F)C(C1CC1)NC=1C2=C(C(=NC1)C(=O)N[C@H](C)\C=C\S(=O)(=O)C)C=NN2C 7-(((2-chloro-3-fluorophenyl)(cyclopropyl)methyl)amino)-1-methyl-N-((R,E)-4-(methylsulfonyl)but-3-en-2-yl)-1H-pyrazolo[4,3-c]pyridine-4-carboxamide